N6-((1-(benzo[b]thiophen-4-yl)piperidin-4-yl)methyl)-N6-propyl-4,5,6,7-tetrahydrobenzo[d]thiazole-2,6-diamine hydrochloride Cl.S1C2=C(C=C1)C(=CC=C2)N2CCC(CC2)CN(C2CC1=C(N=C(S1)N)CC2)CCC